2,2'-m-phenylene-bis-(4,4'-Dimethyl-2-oxazoline) C1(=CC(=CC=C1)C=1OCC(N1)(C)C)C=1OCC(N1)(C)C